[2-[4-chloro-2-[2-methyl-5-(oxan-4-yl)pyrazol-3-yl]oxyphenyl]pyrimidin-5-yl]methanamine ClC1=CC(=C(C=C1)C1=NC=C(C=N1)CN)OC=1N(N=C(C1)C1CCOCC1)C